COC(=O)C=1C=CC2=C(N(C(=N2)C(C=C)=O)C[C@H]2OCC2)C1.[Ni].[Al] aluminium nickel alloyl-(((S)-oxetane-2-yl)methyl)-1H-benzo[d]imidazole-6-carboxylic acid methyl ester